sodium indolate C1=CC=C2C(=C1)C=C(N2)C(=O)[O-].[Na+]